(R)-6-(trifluoromethoxy)-2-(trifluoromethyl)-2H-chromene-3-carboxylate FC(OC=1C=C2C=C([C@@H](OC2=CC1)C(F)(F)F)C(=O)[O-])(F)F